(RS)-4-aminocyclopent-5-enoic acid N[C@@H]1CCC(=C1)C(=O)O |r|